CN1N=C(C(=C1)NC(C1=NC(=CC=C1)C1=CC(=CC=C1)NC)=O)C1=NC=CC=C1 N-(1-methyl-3-(pyridin-2-yl)-1H-pyrazol-4-yl)-6-(3-(methylamino)phenyl)picolinamide